COC=1C=C(C=CC1)CC(=O)ONC(OCC(Cl)(Cl)Cl)=O 2,2,2-Trichloroethyl (2-(3-methoxyphenyl)acetoxy)carbamate